tert-butyl O3-ethyl (3R,4S)-4-[[(1R)-1-phenylethyl]amino]piperidine-1,3-dicarboxylate C1(=CC=CC=C1)[C@@H](C)N[C@@H]1[C@@H](CN(CC1)C(=O)OC(C)(C)C)C(=O)OCC